4-diethylamino-2-butynyl phenylcyclohexylglycolate C1(=CC=CC=C1)C(C(=O)OCC#CCN(CC)CC)(O)C1CCCCC1